ClC1=CNC=2N=C(N=C(C21)N[C@H]2CN[C@H](C2)C)NC=2C=NN(C2)CC 5-chloro-N2-(1-ethyl-1H-pyrazol-4-yl)-N4-((3R,5S)-5-methylpyrrolidin-3-yl)-7H-pyrrolo[2,3-d]pyrimidine-2,4-diamine